3-(4-chlorobenzyl)-1-(4-(pyrimidin-4-yl)phenyl)pyrrolidin-2-one (S)-(9H-fluoren-9-yl)methyl-tert-butyl-(6-(tert-butylamino)-6-oxohexane-1,5-diyl)dicarbamate C1=CC=CC=2C3=CC=CC=C3C(C12)CN(C(O)=O)CCCC[C@@H](C(=O)NC(C)(C)C)N(C(O)=O)C(C)(C)C.ClC1=CC=C(CC2C(N(CC2)C2=CC=C(C=C2)C2=NC=NC=C2)=O)C=C1